FC1=C(C=C(C=C1)[N+](=O)[O-])C 1-fluoro-2-methyl-4-nitrobenzene